N,N'-(5-Amino-3-iminopyridin-2,6(1H,3H)-diyliden)bis{2-[3-(pyrrolidin-1-yl)propoxy]pyrazolo[1,5-a]pyridin-3-amin} NC1=CC(C(NC1=NC=1C(=NN2C1C=CC=C2)OCCCN2CCCC2)=NC=2C(=NN1C2C=CC=C1)OCCCN1CCCC1)=N